C(C)(C)(C)[Si](O[C@H]1C[C@@H](N(C1)C)CO)(C1=CC=CC=C1)C1=CC=CC=C1 [(2R,4S)-4-[tert-butyl-(diphenyl)silyl]oxy-1-methyl-pyrrolidin-2-yl]methanol